C(C)(C)(C)OC(=O)N1CC(C1)N1CCCC2=CC(=CC(=C12)C1=C2C(=NC=C1)C=C(S2)CO)Cl.C(CCC)[Sn](C2=CC=C(C=C2)N(C2=CC=CC=C2)C2=CC=CC=C2)(CCCC)CCCC tributyl-(4-(diphenylamino)phenyl)stannane tert-butyl-3-(6-chloro-8-(2-(hydroxymethyl)thieno[3,2-b]pyridin-7-yl)-3,4-dihydroquinolin-1(2H)-yl)azetidine-1-carboxylate